C(C)(C)(C)NS(=O)(=O)C1=CC(=CC=C1)NC1=NC(=NC=C1C)NC=1N=NC(=CC1)N1CCN(CC1)CC1=C(C=C(C=C1)N1C(NC(CC1)=O)=O)F N-(tert-butyl)-3-((2-((6-(4-(4-(2,4-dioxotetrahydropyrimidin-1(2H)-yl)-2-fluorobenzyl)piperazin-1-yl)pyridazin-3-yl)amino)-5-methylpyrimidin-4-yl)amino)benzenesulfonamide